C(C)(C)(C)[S@@](=O)\N=C\1/C2=C(N(CC(=C2)F)C(=O)OC(C)(C)C)CC12CCNCC2 tert-butyl (R,Z)-5-((tert-butyl sulfinyl)imino)-3-fluoro-5,7-dihydrospiro[cyclopenta[b]pyridine-6,4'-piperidine]-1-carboxylate